FC(OC=1C=C(C=CC1)[C@@H](C)NC(=O)NC1CC2(CC2)C1)F |r| (±)-1-[1-(3-Difluoromethoxy-phenyl)-ethyl]-3-spiro[2.3]hex-5-yl-urea